C(C)C=1C=C2C(=CC=NC2=C(C1)C(=O)NC)N1C(C2=CC(=CC(=C2CC1)C=1C(=NN(C1)C)C(F)(F)F)CN1C(=NC=C1)C)=O 6-Ethyl-N-methyl-4-(7-((2-methyl-1H-imidazol-1-yl)methyl)-5-(1-methyl-3-(trifluoromethyl)-1H-pyrazol-4-yl)-1-oxo-3,4-dihydroisoquinolin-2(1H)-yl)quinoline-8-carboxamide